NC1=NC=C(C=N1)C=1C=C(C=C(C1)N1CCOCC1)S(=O)(=O)CC1=CC=C(C=C1)NCC(C)(O)C 1-((4-(((3-(2-aminopyrimidin-5-yl)-5-morpholinophenyl)sulfonyl)methyl)phenyl)amino)-2-methylpropan-2-ol